(E)-4-(2-chlorophenyl)but-3-en-1-ol ClC1=C(C=CC=C1)/C=C/CCO